NC=1N=C(SC1C(=O)C1=CC(=NO1)CN1CC(CC1)F)N(C1=CC=C(C=C1)F)C(C(=O)N)C 2-(N-[4-Amino-5-[3-[(3-fluoropyrrolidin-1-yl)methyl]isoxazol-5-carbonyl]thiazol-2-yl]-4-fluoroanilino)propanamid